Cl.C(C(C(C(C(C)O)O)O)O)O.C(C(C(C(C(C)O)O)O)O)O bis(hexane-1,2,3,4,5-penta-ol) hydrochloride